tert-butyl (6-bromo-2-oxo-1-(4-(trifluoromethyl)phenyl)-1,2,3,4-tetrahydroquinolin-3-yl)carbamate BrC=1C=C2CC(C(N(C2=CC1)C1=CC=C(C=C1)C(F)(F)F)=O)NC(OC(C)(C)C)=O